2-fluoro-4-((7-isopropyl-8-oxo-9-(tetrahydro-2H-pyran-4-yl)-8,9-dihydro-7H-purin-2-yl)amino)-5-methylbenzamide FC1=C(C(=O)N)C=C(C(=C1)NC1=NC=C2N(C(N(C2=N1)C1CCOCC1)=O)C(C)C)C